C(CCCC)C(C(=O)OCN1C(C=CC2=CC=C(C=C12)CCN1CCN(CC1)C1=CC(=CC2=C1C=CS2)F)=O)CCCCC (7-(2-(4-(6-fluorobenzothiophen-4-yl)piperazin-1-yl)ethyl)-2-oxoquinolin-1(2H)-yl)-Methyl 2-pentylheptanoate